N1=CC=C(C=C1)C#CC=1SC(=CN1)/C=N/O (E)-2-(2-(pyridin-4-yl)ethynyl)thiazole-5-carbaldehyde oxime